1-ethylthio-1-ethylamine C(C)SC(C)N